3'-bromo-2',9'-dimethyl-4'H-spiro[cyclopropane-1,6'-thieno[2,3-e][1,2,4]triazolo[3,4-c][1,4]oxazepine] BrC1=C(SC=2N3C(C4(OCC21)CC4)=NN=C3C)C